ClC=1C(=CC(=C(C(=O)NC2=CC(=CC=C2)[S@@](=O)N(C(CO)=O)C)C1)OC=1C(=NC(=CC1)F)C)C(F)(F)F (R)-5-chloro-2-((6-fluoro-2-methylpyridin-3-yl)oxy)-N-(3-(N-(2-hydroxyacetyl)-S-methylaminosulfinyl)phenyl)-4-(trifluoromethyl)benzamide